tert-Butyl 5-methyl-4-vinyl-6,8-dihydro-7H-pyrrolo[3,4-e][1,2,4]triazolo[1,5-a]pyridine-7-carboxylate CC1=C(C=2N(C3=C1CN(C3)C(=O)OC(C)(C)C)N=CN2)C=C